Isopropyl (E)-2'-oxo-5'-(2,2,5-trimethyl-4-oxo-3,8,11-trioxa-5-azatetradec-13-en-14-yl)-1',2',5,7-tetrahydrospiro[cyclopenta[b]pyridine-6,3'-pyrrolo[2,3-b]pyridine]-2-carboxylate O=C1C2(C=3C(=NC=C(C3)/C=C/COCCOCCN(C(OC(C)(C)C)=O)C)N1)CC=1C(=NC(=CC1)C(=O)OC(C)C)C2